(trans)-N1-((1S,2R)-2-(naphthalen-2-yl)cyclopropyl)cyclohexane-1,4-diamine C1=C(C=CC2=CC=CC=C12)[C@@H]1[C@H](C1)N[C@@H]1CC[C@H](CC1)N